7-(4-(trifluoromethoxy)phenyl)-5-vinylthiazolo[5,4-d]pyrimidine FC(OC1=CC=C(C=C1)C=1C2=C(N=C(N1)C=C)SC=N2)(F)F